3,5-difluoro-4-((7-methoxy-3-(oxetan-3-yl)-2-oxo-2,3-dihydro-1H-imidazo[4,5-c][1,8]naphthyridin-1-yl)methyl)benzenesulfonamide FC=1C=C(C=C(C1CN1C(N(C=2C=NC=3N=C(C=CC3C21)OC)C2COC2)=O)F)S(=O)(=O)N